rac-(1S*,2S*)-N-(1-(4-((1H-pyrazol-1-yl)methyl)benzyl)-1H-pyrazol-4-yl)-2-(3-chlorophenyl)cyclopropane-1-carboxamide N1(N=CC=C1)CC1=CC=C(CN2N=CC(=C2)NC(=O)[C@@H]2[C@H](C2)C2=CC(=CC=C2)Cl)C=C1 |r|